3-Methoxybromobenzene COC1=CC(=CC=C1)Br